(R)-ethyl 3-amino-3-(pyridin-2-yl)propanoate N[C@H](CC(=O)OCC)C1=NC=CC=C1